(1R,2S,5S)-3-(5-Chloro-1-methyl-1H-indole-2-carbonyl)-6,6-dimethyl-N-((S)-1-oxo-3-((S)-2-oxopyrrolidin-3-yl)propan-2-yl)-3-azabicyclo[3.1.0]hexane-2-carboxamide ClC=1C=C2C=C(N(C2=CC1)C)C(=O)N1[C@@H]([C@H]2C([C@H]2C1)(C)C)C(=O)N[C@H](C=O)C[C@H]1C(NCC1)=O